4-((5-(3-(methylsulfonyl)phenyl)-1-(4-(trifluoromethyl)benzyl)-1H-indole-7-carboxamido)methyl)benzoic acid CS(=O)(=O)C=1C=C(C=CC1)C=1C=C2C=CN(C2=C(C1)C(=O)NCC1=CC=C(C(=O)O)C=C1)CC1=CC=C(C=C1)C(F)(F)F